5-bromo-2-(3-(2-((1,5-dimethyl-1H-pyrazol-3-yl)amino)-5-methylpyrimidin-4-yl)-1H-indol-7-yl)isoindolin-1-one BrC=1C=C2CN(C(C2=CC1)=O)C=1C=CC=C2C(=CNC12)C1=NC(=NC=C1C)NC1=NN(C(=C1)C)C